2,2-bis(4-(2,3-dicarboxyphenoxy)phenyl)propane C(=O)(O)C1=C(OC2=CC=C(C=C2)C(C)(C)C2=CC=C(C=C2)OC2=C(C(=CC=C2)C(=O)O)C(=O)O)C=CC=C1C(=O)O